CC1C(CCCC1C)NCC(C)C 3-(2,3-Dimethylcyclohexyl)amino-2-methyl-propan